3-ethynylbicyclo[1.1.1]pentan-1-amine C(#C)C12CC(C1)(C2)N